FC(C1=CC=C(C=C1)C1=CC(=CC(=C1)C(=O)O)C1=CC=C(C=C1)C(F)(F)F)(F)F 4,4''-bis(trifluoromethyl)-[1,1':3',1''-terphenyl]-5'-carboxylic acid